C1=CC(O)=C2C=3[C@@]45[C@@](O2)([C@@](O)(C(=C[C@H]4[C@@H](CC13)N(C)CC5)[2H])[2H])[2H] (40CE)-Morphine-d3